tert-butyl 6-oxo-2-azabicyclo[3.2.0]heptane-2-carboxylate O=C1C2CCN(C2C1)C(=O)OC(C)(C)C